C(C)(C)(C)C1=C(C=CC=C1)C(C)C Tert-butylcumene